N-(1-(6-(2,4-dioxo-1,2,3,4-tetrahydropyrimidin-5-yl)imidazo[1,2-b]pyridazin-8-yl)-4,4-difluoropyrrolidin-3-yl)benzamide O=C1NC=C(C(N1)=O)C=1C=C(C=2N(N1)C=CN2)N2CC(C(C2)(F)F)NC(C2=CC=CC=C2)=O